O[C@@H](CCN1CCN(CCC1)C(=O)OC(C)(C)C)C=C tert-butyl 4-[(3S)-3-hydroxypent-4-en-1-yl]-1,4-diazacycloheptane-1-carboxylate